4-amino-8-((1-(cyclopropylsulfonyl)cyclopropyl)methoxy)-1-methyl-2-oxo-1,2-dihydroquinoline-3-carboxylic acid NC1=C(C(N(C2=C(C=CC=C12)OCC1(CC1)S(=O)(=O)C1CC1)C)=O)C(=O)O